5-CHLORO-PENTANAL ClCCCCC=O